tert-Butyl 2-chloro-8-(2-chloro-5-formyl-3-thienyl)-5,8-dihydro-1,7-naphthyridine-7(6H)-carboxylate ClC1=NC=2C(N(CCC2C=C1)C(=O)OC(C)(C)C)C1=C(SC(=C1)C=O)Cl